OC1CN(C1)CC1=C2C(=NC(=C1)C=1C=C3CN(C(C3=CC1)=O)C1C(NC(CC1)=O)=O)NC=C2 3-(5-(4-((3-hydroxyazetidin-1-yl)methyl)-1H-pyrrolo[2,3-b]pyridin-6-yl)-1-oxoisoindolin-2-yl)piperidine-2,6-dione